(R)-6-(2-(((3R,7aR)-3-(((tert-butyldiphenylsilyl)oxy)methyl)hexahydro-1H-pyrrolizin-7a-yl)methoxy)-7-chloro-8-fluoropyrido[4,3-d]pyrimidin-4-yl)-1-oxa-6-azaspiro[3.5]nonane [Si](C1=CC=CC=C1)(C1=CC=CC=C1)(C(C)(C)C)OC[C@H]1CC[C@]2(CCCN12)COC=1N=C(C2=C(N1)C(=C(N=C2)Cl)F)N2C[C@]1(CCO1)CCC2